6-(4,6-dichloro-1,3,5-triazin-2-yl)-pyridin-2-ylcarbamic acid methyl ester COC(NC1=NC(=CC=C1)C1=NC(=NC(=N1)Cl)Cl)=O